Methyl 4-[3-[2,6-dichloro-4-(2H-tetrazol-5-yl)benzoyl]-2,4-dihydro-1,3-benzoxazin-8-yl]-5-fluoro-2-(3-oxa-8-azabicyclo[3.2.1]octan-8-yl)benzoate ClC1=C(C(=O)N2COC3=C(C2)C=CC=C3C3=CC(=C(C(=O)OC)C=C3F)N3C2COCC3CC2)C(=CC(=C1)C=1N=NNN1)Cl